Cl.Cl.N[C@H]1[C@@H](C1)C=1C=C(C2=CC=CC=C2C1)C(=O)NC=1SC(=NN1)C 3-(trans-2-aminocyclopropyl)-N-(5-methyl-1,3,4-thiadiazol-2-yl)-1-naphthamide Dihydrochloride